CN(C=O)C Dimethyl-formamide